2-(2-fluoro-3-nitrophenyl)propan FC1=C(C=CC=C1[N+](=O)[O-])C(C)C